trans-ethyl 2-(phenylsulfinyl)cyclopropane-1-carboxylate C1(=CC=CC=C1)S(=O)[C@H]1[C@@H](C1)C(=O)OCC